FC1=C(C=CC(=C1)F)[C@@H]1N(CCC1)C1=NC=2N(C=C1)N=CC2C2=CC=CC(=N2)N2CCN(CC2)CC2=CC=C(N=N2)N2C(NC(CC2)=O)=O (R)-1-(6-((4-(6-(5-(2-(2,4-difluorophenyl)pyrrolidin-1-yl)pyrazolo[1,5-a]pyrimidin-3-yl)pyridin-2-yl)piperazin-1-yl)methyl)pyridazin-3-yl)dihydropyrimidine-2,4(1H,3H)-dione